O1C(=NC2=C1C=C1C=CC=CC1=C2)B(O)O naphtho[2,3-d]oxazol-2-ylboronic acid